Dicopper oxide O.[Cu].[Cu]